ClC=1C=C(C(=C(C1)O)C1=CC=C2C(=N1)N=C(O2)NCC=2NC=CN2)C 5-Chloro-2-[2-(1H-imidazol-2-ylmethylamino)oxazolo[4,5-b]pyridin-5-yl]-3-methyl-phenol